ClC1=CN=C(S1)C=1C(=C(C(=O)OC)C=C(C1)O[C@H]1COCC1)F (R)-Methyl 3-(5-chlorothiazol-2-yl)-2-fluoro-5-((tetrahydrofuran-3-yl)oxy)benzoate